N1(CCC1)C1=C(C(=NC(=N1)NC1=NNC(=C1)C)CC1(CCN(CC1)CC1=C(C(=CC=C1)Cl)F)C(=O)O)F 4-((6-(azetidin-1-yl)-5-fluoro-2-((5-methyl-1H-pyrazol-3-yl)amino)pyrimidin-4-yl)methyl)-1-(3-chloro-2-fluorobenzyl)piperidine-4-carboxylic acid